(1S,3S,5S)-2-(2-(3-acetyl-7-cyano-5-(2-methylpyrimidin-5-yl)-1H-indazol-1-yl)acetyl)-N-(6-bromo-3-methylpyridin-2-yl)-5-((dimethylamino)-methyl)-2-azabicyclo[3.1.0]hexane-3-carboxamide C(C)(=O)C1=NN(C2=C(C=C(C=C12)C=1C=NC(=NC1)C)C#N)CC(=O)N1[C@H]2C[C@]2(C[C@H]1C(=O)NC1=NC(=CC=C1C)Br)CN(C)C